C1(=CC=C(C=C1)C1=NC2=CC=CC=C2C(=C1)Cl)C1=CC=CC=C1 ([1,1'-biphenyl]-4-yl)-4-chloroquinoline